N[C@@H]1C2=CC=CC=C2CC12CCN(CC2)C=2C(=NC(=C(N2)C)C2=C(C(=CC=C2)Cl)Cl)C(O)C2CC2 (3-((S)-1-amino-1,3-dihydrospiro[inden-2,4'-piperidin]-1'-yl)-6-(2,3-dichlorophenyl)-5-methylpyrazin-2-yl)(cyclopropyl)methanol